6-Bromo-7-ethoxy-2-methyl-[1,3,4]thiadiazolo[3,2-a]pyrimidin-5-one BrC1=C(N=C2N(C1=O)N=C(S2)C)OCC